BrC1=NC=C(C=C1C(OC)OC)Cl 2-bromo-5-chloro-3-(dimethoxymethyl)pyridine